1-((2-aminothiazol-5-yl)methyl)-N-benzylpiperidine-4-carboxamide NC=1SC(=CN1)CN1CCC(CC1)C(=O)NCC1=CC=CC=C1